FC1=C(C=CC=C1)C=1OC=C(N1)C(C)=O 1-(2-(2-fluorophenyl)oxazol-4-yl)ethan-1-one